Ytterbium Scandium [Sc].[Yb]